3-{5-(2-aminopyrimidin-4-yl)-4-[5-chloro-3-(2,5-difluorobenzenesulfonylamino)-2-fluorophenyl]-thiazol-2-yl}-morpholine-4-carboxylic acid tert-butyl ester C(C)(C)(C)OC(=O)N1C(COCC1)C=1SC(=C(N1)C1=C(C(=CC(=C1)Cl)NS(=O)(=O)C1=C(C=CC(=C1)F)F)F)C1=NC(=NC=C1)N